ClC=1C(=C(C(=C(C(=O)N)C1)C1=CC=CC2=C1[C@@H]([C@](O2)(C2=CC=CC=C2)CNC2CCC(CC2)(C)O)C)F)OC(F)F (2s,3s,4s)-5-chloro-2-(((((cis)-4-hydroxy-4-methylcyclohexyl)amino)methyl)-3-methyl-2-phenyl-2,3-dihydrobenzofuran-4-yl)-4-(difluoromethoxy)-3-fluorobenzamide